(S)-2-(4-bromophenylsulphonamido)-N-(4-(4-methoxyphenyl)thiazol-2-yl)-3-(5-methyl-1H-indol-3-yl)acrylamide BrC1=CC=C(C=C1)S(=O)(=O)NC(C(=O)NC=1SC=C(N1)C1=CC=C(C=C1)OC)=CC1=CNC2=CC=C(C=C12)C